FC=1C(=NN(C1OCC1=CC=C(C=C1)C(N)=N)C(=O)C=1OC=CC1)C1C(NCCC1C)=O 4-({[4-fluoro-1-(furan-2-carbonyl)-3-(4-methyl-2-oxopiperidin-3-yl)-1H-pyrazol-5-yl]oxy}methyl)benzene-1-carboximidamide